2,2,3,3-tetramethyl-N-[(1s,4s)-4-{[2-(trifluoromethyl)quinolin-4-yl]amino}cyclohexyl]cyclopropane-1-carboxamide CC1(C(C1(C)C)C(=O)NC1CCC(CC1)NC1=CC(=NC2=CC=CC=C12)C(F)(F)F)C